[4-(1-methyl-1-phenyl-ethyl)phenyl] bis[(E)-octadec-9-enyl] phosphite P(OC1=CC=C(C=C1)C(C)(C1=CC=CC=C1)C)(OCCCCCCCC\C=C\CCCCCCCC)OCCCCCCCC\C=C\CCCCCCCC